CC1=CC=C(C=C1)S(=O)(=O)OCC1CCC(CC1)CO ((1s,4s)-4-(hydroxymethyl)cyclohexyl)methyl 4-methylbenzenesulfonate